C(C)(C)(C)C1=C(N)C=CC(=C1)CC1=CC(=C(N)C=C1)C(C)(C)C 2,2'-di-tert-butyl-4,4'-methylenedianiline